1-Butyl-2-Methylpiperidinium methansulfonat CS(=O)(=O)[O-].C(CCC)[NH+]1C(CCCC1)C